1,2,4-oxadiazolone C1=NC(=O)NO1